N1N=CC2=CC(=CC=C12)C#CC1=NC(=NC=C1)C1=NC(=NC=C1)NCC1=NC=C(C=C1F)F ((1H-indazol-5-yl)ethynyl)-N-((3,5-difluoropyridin-2-yl)methyl)-[2,4'-bipyrimidin]-2'-amine